tert-butyl (6aR)-4-chloro-3-(2-fluoro-6-methoxyphenyl)-2-methyl-1-oxo-2,6a,7,9,10,12-hexahydro-1H-pyrazino[2,1-c]pyrido[3,4-f][1,4]oxazepine-8(6H)-carboxylate ClC1=C(N(C(C=2CN3[C@@H](COC21)CN(CC3)C(=O)OC(C)(C)C)=O)C)C3=C(C=CC=C3OC)F